CC=1N=C(C2=C(N1)OC=C2C(=O)NCC2=CC(=C(C(=C2)F)F)F)NC2(CC2)C methyl-4-[(1-methylcyclopropyl)amino]-N-[(3,4,5-trifluorophenyl)methyl]furo[2,3-d]pyrimidine-5-carboxamide